C12CN(CC2C1)CCCOC1=CC=C(C=N1)C1=CC=2C3=C(N=NC2C=C1F)N(C(N3C(C)C)=O)C 8-(6-(3-(3-azabicyclo[3.1.0]hex-3-yl)propoxy)pyridin-3-yl)-7-fluoro-1-isopropyl-3-methyl-1H-imidazo[4,5-c]cinnolin-2(3H)-one